C1(=CC=CC=C1)C=1C=CC=2N(C1C(=O)OC)C=NC2 Methyl 6-phenylimidazo[1,5-a]pyridine-5-carboxylate